{3-[4-(difluoromethyl)-6-oxo-1,6-dihydropyrimidin-2-yl]-2-fluoro-4-(trifluoromethyl)benzyl}-1-[4-(trifluoromethoxy)phenyl]piperidine-4-carboxamide FC(C=1N=C(NC(C1)=O)C=1C(=C(CC2N(CCC(C2)C(=O)N)C2=CC=C(C=C2)OC(F)(F)F)C=CC1C(F)(F)F)F)F